ClC1=C(C=C2C(=C(N(C2=C1F)C)C1=NN=C(N1)COC)N1C=NC=C1)OC 6-chloro-7-fluoro-3-(1H-imidazol-1-yl)-5-methoxy-2-(5-(methoxymethyl)-4H-1,2,4-triazol-3-yl)-1-methyl-1H-indole